C(C)O[C@H](C(=O)OC)C methyl (S)-2-ethoxypropanoate